C(C)(C)(C)OC(N[C@@H](CN1C(C=2C=C3C(=NC2CC1)N(C(=N3)C=3N(C1=C(C=CC=C1C3)OC)CC3CC3)C)=O)CF)=O (S)-(1-(2-(1-(cyclopropylmethyl)-7-methoxy-1H-indol-2-yl)-3-methyl-8-oxo-3,5,6,8-tetrahydro-7H-imidazo[4,5-b][1,6]naphthyridin-7-yl)-3-fluoropropane-2-yl)carbamic acid tert-butyl ester